ClC1=CC(=C(COC2=NC=3CNCCC3C=C2)C=C1)F 2-((4-chloro-2-fluorobenzyl)oxy)-5,6,7,8-tetrahydro-1,7-naphthyridine